CC1(C[C@H](C(N1)=O)C[C@@H](C(=O)OC)NC(=O)[C@H]1N(CC2(C1)CCCCC2)C(=O)C=2NC1=CC=CC(=C1C2)OC)C (S)-methyl 3-((R)-5,5-dimethyl-2-oxopyrrolidin-3-yl)-2-((S)-2-(4-methoxy-1H-indole-2-carbonyl)-2-azaspiro[4.5]decane-3-carboxamido)propanoate